CN(C1CCNCC1)C2COC2 N-methyl-N-(oxetan-3-yl)piperidin-4-amine